FC(C[C@@H](C(=O)O)C1=CC=C(C=C1)F)F |r| (rac)-4,4-difluoro-2-(4-fluorophenyl)butanoic acid